N(=[N+]=[N-])C1=CC(=C(C=C1)NCCCCCC(=O)NCC1=CC(=C(C=C1)CO)[N+](=O)[O-])[N+](=O)[O-] 6-((4-azido-2-nitrophenyl)amino)-N-(4-(hydroxymethyl)-3-nitrobenzyl)hexanamide